C(C)(C)(C)C1N(CCC(=C1)B1OC(C(O1)(C)C)(C)C)C(=O)O tert-butyl-4-(4,4,5,5-tetramethyl-1,3,2-dioxaborolan-2-yl)-5,6-dihydropyridine-1(2H)-carboxylic acid